FC1C(C(OC1)CCC1=CC2=NC(=CC=C2S1)NC)O 4-fluoro-2-{2-[5-(methylamino)thieno[3,2-b]Pyridin-2-yl]Ethyl}oxolan-3-ol